acetyladenine CC(=O)NC1=NC=NC2=C1NC=N2